tert-Butyl 4-(4-(1-((3-((tert-butoxycarbonyl)amino)propyl)amino)-3-chloroisoquinolin-5-yl)pyridin-2-yl)piperazine-1-carboxylate C(C)(C)(C)OC(=O)NCCCNC1=NC(=CC2=C(C=CC=C12)C1=CC(=NC=C1)N1CCN(CC1)C(=O)OC(C)(C)C)Cl